N[C@H](C(=O)O)CC1=CNC2=NC=C(C=C21)OC (S)-2-amino-3-(5-methoxy-1H-pyrrolo[2,3-b]pyridin-3-yl)propanoic acid